C1(=C(C=CC=C1)OCCOC1=C(C2=CC=CC=C2C=C1)C1=C(C=CC2=CC=CC=C12)OCCO)C1=C(C=CC=C1)OCCOC1=C(C2=CC=CC=C2C=C1)C1=C(C=CC2=CC=CC=C12)OCCO 2,2'-[[1,1'-biphenyl]-2,2'-diylbis(oxyethane-2,1-diyloxy[1,1'-binaphthalene]-2',2-diyloxy)]di(ethan-1-ol)